CC(CCCCCCC(C)O)C 9-Methyl-2-decanol